5-(2-chloro-5-(isobutyrylaminomethyl)benzoylamino)-N-(4-cyclohexylphenyl)-1-propyl-1H-indole-2-carboxamide ClC1=C(C(=O)NC=2C=C3C=C(N(C3=CC2)CCC)C(=O)NC2=CC=C(C=C2)C2CCCCC2)C=C(C=C1)CNC(C(C)C)=O